N,N,N-trimethyl-N-(2-methoxyethyl)ammonium bromide [Br-].C[N+](CCOC)(C)C